C[C@@]1(CN(CCC1)C1=NC(=NC2=C(C(=C(C=C12)F)C1=CC(=CC2=CC=C(C(=C12)C#C[Si](C(C)C)(C(C)C)C(C)C)F)O[Si](C(C)C)(C(C)C)C(C)C)F)F)O (3R)-3-methyl-1-(2,6,8-trifluoro-7-((Ra)-7-fluoro-8-((triisopropylsilyl)ethynyl)-3-((triisopropylsilyl)oxy)naphthalen-1-yl)quinazolin-4-yl)piperidin-3-ol